benzyl N-[(2R)-2-fluoro-3-[3-[3-(hydroxymethyl)phenyl]-1-tetrahydropyran-2-yl-indazol-5-yl]oxy-propyl]carbamate F[C@H](CNC(OCC1=CC=CC=C1)=O)COC=1C=C2C(=NN(C2=CC1)C1OCCCC1)C1=CC(=CC=C1)CO